NC(C(=O)O)(C)N (S)-diaminopropionic acid